trans-methyl 4-[5-(3,4-difluorophenyl)-6-isopropenyl-1H-pyrrolo[2,3-f]indazol-7-yl]cyclohexanecarboxylate FC=1C=C(C=CC1F)N1C(=C(C2=C1C=C1C=NNC1=C2)[C@@H]2CC[C@H](CC2)C(=O)OC)C(=C)C